4-(6-decenyl)-2,6-diisopropylphenol C(CCCCC=CCCC)C1=CC(=C(C(=C1)C(C)C)O)C(C)C